1-Methyl-6-(pyridin-2-yl)-N-(pyridin-4-ylmethyl)-1H-pyrazolo[3,4-d]pyrimidin-4-amine CN1N=CC=2C1=NC(=NC2NCC2=CC=NC=C2)C2=NC=CC=C2